(1-((6-(trifluoromethyl)pyridin-3-yl)methyl)-1H-pyrazol-4-yl)ethan-1-one FC(C1=CC=C(C=N1)CN1N=CC(=C1)C(C)=O)(F)F